tert-butyl N-[(1S)-1-[(5-bromopyrazin-2-yl)carbamoyl]-2,2-dicyclopropyl-ethyl]carbamate BrC=1N=CC(=NC1)NC(=O)[C@H](C(C1CC1)C1CC1)NC(OC(C)(C)C)=O